2-(3-((1s,3s)-3-fluoro-1-(4-methyl-4H-1,2,4-triazol-3-yl)cyclobutyl)-phenyl)-6-(((1-methylcyclobutyl)amino)methyl)-4-(trifluoromethyl)isoindolin-1-one FC1CC(C1)(C1=NN=CN1C)C=1C=C(C=CC1)N1C(C2=CC(=CC(=C2C1)C(F)(F)F)CNC1(CCC1)C)=O